N-{1-cyclooctyl-2-oxo-2-[(2-oxospiro[indoline-3,4'-tetrahydropyran]-6-yl)amino]ethyl}-8-hydroxyoctanoamide C1(CCCCCCC1)C(C(NC1=CC=C2C(=C1)NC(C21CCOCC1)=O)=O)NC(CCCCCCCO)=O